C1ON2CCN(CC2O1)CC1=CC=CC=C1 4-methylenedioxy-1-benzylpiperazine